CN(CCCCC1=CC=C(C=C1)C=1SC(=CN1)CNC(=O)C1=CC2=C(S(C3=C(C(N2)=O)C=CC=C3)(=O)=O)C=C1)C N-((2-(4-(4-(dimethylamino)butyl)phenyl)thiazol-5-yl)methyl)-11-oxo-10,11-dihydrodibenzo[b,f][1,4]thiazepine-8-carboxamide 5,5-dioxide